ClC1=CC(=C(C=C1C(F)(F)F)NC(CN1C=2N(C(C(=C1CC)N1CCN(CC1)C(C1=NC=CC=C1O)=O)=O)N=C(N2)N2CCOCC2)=O)C N-(4-chloro-2-methyl-5-(trifluoromethyl)phenyl)-2-(5-ethyl-6-(4-(3-hydroxypicolinoyl)piperazin-1-yl)-2-morpholino-7-oxo-[1,2,4]triazolo[1,5-a]pyrimidin-4(7H)-yl)acetamide